(+)-N-[3-(Methansulfonylamino)benzyl]-2-[6-fluoro-3-(4-fluorobenzyl)-3,4-dihydroisochinolin-2(1H)-yl]ethanamin CS(=O)(=O)NC=1C=C(CNCCN2CC3=CC=C(C=C3CC2CC2=CC=C(C=C2)F)F)C=CC1